OC(C1=CC=CC=C1)(C1=CC=CC=C1)C1CCNCC1 4-(Hydroxybenzhydryl)piperidine